BrCC=1C=NC(=NC1)C1=CC(=C(C=C1)OC)F 5-(bromomethyl)-2-(3-fluoro-4-methoxyphenyl)pyrimidine